C(CCCCC=CCCCCCCCC)(=O)O 6-Pentadecenoic acid